6-[6-(6-amino-1H-benzoimidazol-2-yl)-7-[4-fluoro-2-(2-methoxyethoxy)phenyl]thieno[3,2-c]pyridin-4-yl]-3,4-dihydro-1H-isoquinoline-2-carboxylic acid tert-butyl ester C(C)(C)(C)OC(=O)N1CC2=CC=C(C=C2CC1)C1=NC(=C(C2=C1C=CS2)C2=C(C=C(C=C2)F)OCCOC)C2=NC1=C(N2)C=C(C=C1)N